C(CCCCCCCCCCCCCCCCC)(=O)OCC(CN)OC(CCCCCCCCCCCCCCCCC)=O 3-Aminopropane-1,2-diyl distearate